NC1=CC=C(C=C1)NC1=C2C(=NC=N1)N(N=C2)CCF (4-aminophenyl)-1-(2-fluoroethyl)-1H-pyrazolo[3,4-d]pyrimidin-4-ylamine